allyldibutoxyborane C(C=C)B(OCCCC)OCCCC